C1(CCCCC1)CC(=O)C1=CC=C(C=C1)C1=CC=C(C=C1)F 2-Cyclohexyl-1-(4'-fluoro-[1,1'-biphenyl]-4-yl)ethan-1-one